ethyl (2,5-dichlorothiophen-3-yl)acetate ClC=1SC(=CC1CC(=O)OCC)Cl